ClC1=CC=C(CN[C@H]2CC(CC2)(C(=O)N)C)C=C1 (3R)-3-((4-Chlorobenzyl)amino)-1-methylcyclopentane-1-carboxamide